C1(CC1)C1=CC=C(C(=C1O)C1=C2C(=C(N=N1)N[C@H]1CN(CCC1)C)C=NC=C2)F 6-cyclopropyl-3-fluoro-2-(4-{[(3R)-1-methylpiperidin-3-yl]amino}pyrido[3,4-d]pyridazin-1-yl)phenol